The molecule is a monocarboxylic acid that is thromboxane B1 which is lacking four methylenes in the carboxyalkyl chain. It is a urinary metabolite of thromboxane B2. It has a role as a metabolite. It is a monocarboxylic acid, a thromboxanes B and a secondary alcohol. It derives from a thromboxane B1. CCCCC[C@@H](/C=C/[C@@H]1[C@H]([C@H](CC(O1)O)O)CCC(=O)O)O